FC(OC=1C=C(C(=O)NC(C)C2=NC=CN=C2N2N=CC=N2)C=C(C1)C(F)(F)F)F 3-(difluoromethoxy)-N-[1-[3-(triazol-2-yl)pyrazin-2-yl]ethyl]-5-(trifluoromethyl)benzamide